4-((3-(1-((R)-5,8-dioxaspiro[3.4]octan-1-yl)-1H-pyrazol-4-yl)-2-methoxyphenyl)amino)-6-((R)-2,2-difluorocyclopropane-1-carboxamido)nicotinamide [C@H]1(CCC12OCCO2)N2N=CC(=C2)C=2C(=C(C=CC2)NC2=CC(=NC=C2C(=O)N)NC(=O)[C@@H]2C(C2)(F)F)OC